2,2-bis(3,4-bisCarboxyphenyl)hexafluoropropane C(=O)(O)C=1C=C(C=CC1C(=O)O)C(C(F)(F)F)(C(F)(F)F)C1=CC(=C(C=C1)C(=O)O)C(=O)O